(2,3-dihydroxypropyl)-1-methylimidazoline-2,4-dione OC(CC1C(NC(N1C)=O)=O)CO